N1N=CC(=C1)C1=CC=C(C=C1)NC1=NC(=NC=C1)C1=CC=C2C=C(NC2=C1)C(=O)NC1CCOCC1 6-(4-((4-(1H-pyrazol-4-yl)phenyl)-amino)-pyrimidin-2-yl)-N-(tetrahydro-2H-pyran-4-yl)-1H-indole-2-carboxamide